2-(10-acryloyl-4-fluoro-3-(3-hydroxynaphthalen-1-yl)-7-methyl-8-oxo-8,8a,9,10,11,12-hexahydro-7H-pyrazino[1',2':4,5]pyrazino[2,3-c][1,6]naphthyridin-11-yl)acetonitrile C(C=C)(=O)N1CC2N(C3=C(C=NC4=C(C(=NC=C34)C3=CC(=CC4=CC=CC=C34)O)F)N(C2=O)C)CC1CC#N